C(C)C1=NN(C2=NC(=NC(=C12)NCC1=CC=C(C=C1)F)NC1=CC=C(C#N)C=C1)C p-(3-ethyl-4-{[(p-fluorophenyl)methyl]amino}-1-methyl-1H-1,2,5,7-tetraazainden-6-ylamino)benzonitrile